N1=CNC=C2C(C=CC=C12)=O quinazolin-5(3H)-one